C(=O)(O)C(CC1=CC=CC2=C1C=C(O2)CN(CC=2C=C(C=CC2)CC(C(=O)O)[C@@H]2CNCC2)CC=2C=C(C=CC2)CC(C(=O)O)[C@@H]2CNCC2)[C@@H]2CNCC2 3,3'-(((((4-(2-carboxy-2-((R)-pyrrolidin-3-yl)ethyl)benzofuran-2-yl)methyl)azanediyl)bis(methylene))bis(3,1-phenylene))bis(2-((R)-pyrrolidin-3-yl)propionic acid)